di(m-trifluoromethylphenyl)methylene(cyclopentadienyl)(3,6-di-t-butylfluorenyl)zirconium dichloride [Cl-].[Cl-].FC(C=1C=C(C=CC1)C(=[Zr+2](C1=CC(=CC=2C3=CC(=CC=C3CC12)C(C)(C)C)C(C)(C)C)C1C=CC=C1)C1=CC(=CC=C1)C(F)(F)F)(F)F